[Cl-].C(CCCCCCCCCCCCCCCCC)[N+](CCCC[Si](OCC)(OCC)OCC)(C)C octadecyl-dimethyl-(4-triethoxysilylbutyl)ammonium chloride